8-bromo-N-[(1S)-2,3-dihydro-1H-inden-1-yl]-2,4-dimethyl-4H-chromen-3-carboxamide BrC=1C=CC=C2C(C(=C(OC12)C)C(=O)N[C@H]1CCC2=CC=CC=C12)C